C(C)(C)(C)P(C1=CC=C(C=C1)N(C)C)C(C)(C)C di-t-butyl-(4-dimethylaminophenyl)phosphine